2-[4-(morpholin-4-ylmethyl)phenyl]-2H-indazole-7-carboxamide N1(CCOCC1)CC1=CC=C(C=C1)N1N=C2C(=CC=CC2=C1)C(=O)N